N-(2,4-dimethoxybenzyl)-N-(4-piperidinylmethyl)amine COC1=C(CNCC2CCNCC2)C=CC(=C1)OC